C1(=CC=CC=C1)COC1=C(C(=C(C=C1)C(C(CC(=O)O)C)=O)OCOC)Cl 4-[4-Phenylmethyloxy-3-chloro-2-(methoxymethyloxy)phenyl]-3-methyl-4-oxobutanoic acid